5-bromo-3-(2,2-difluoroethyl)-1H-indole BrC=1C=C2C(=CNC2=CC1)CC(F)F